C1(CCCCC1)P(C1(C(=C(C=CC1)N(C)C)C1=CC=CC=C1)N(C)C)C1CCCCC1 2-dicyclohexylphosphino-2,6-bis(dimethylamino)-1,1-biphenyl